BrC#CC(CCCC(=O)NCCCCCCNC(OC(C)(C)C)=O)Cl tert-Butyl (6-(7-bromo-5-chlorohept-6-ynamido)hexyl)carbamate